C(C)(C)NCC(COC1=C(C(=CC=C1)[N+](=O)[O-])C)O (isopropylamino)-3-(2-methyl-3-nitrophenoxy)propan-2-ol